rac-(1r,2r)-2-(trifluoromethyl)cyclopropane-1-amine hydrochloride Cl.FC([C@H]1[C@@H](C1)N)(F)F |r|